3-(2-fluoro-3-((N-methylsulfamoyl)amino)benzyl)-N-methyl-2-oxo-3,4-dihydro-2H-benzo[e][1,3]oxazine-7-carboxamide FC1=C(CN2C(OC3=C(C2)C=CC(=C3)C(=O)NC)=O)C=CC=C1NS(NC)(=O)=O